vinyl chloroacetate ClCC(=O)OC=C